2-(1-(4-methylpyridin-2-yl)-1H-pyrazol-3-yl)acetic acid CC1=CC(=NC=C1)N1N=C(C=C1)CC(=O)O